(6E)-6-[(6-chloro-2-methyl-2H-indazol-5-yl)imino]-3-[(1-methyl-1H-1,2,4-triazol-3-yl)methyl]-1-(2,4,5-trifluorobenzyl)-1,3,5-triazinan-2,4-dione ClC=1C(=CC2=CN(N=C2C1)C)\N=C\1/NC(N(C(N1CC1=C(C=C(C(=C1)F)F)F)=O)CC1=NN(C=N1)C)=O